C4-bromo-1,3-dihydro-2λ6-benzo[C]thiophene-2,2-dione BrC1=CC=CC=2CS(CC21)(=O)=O